p-Nitrophenyl β-D-fucopyranoside O([C@H]1[C@H](O)[C@@H](O)[C@@H](O)[C@H](O1)C)C1=CC=C(C=C1)[N+](=O)[O-]